carbon silicon gold [Au].[Si].[C]